ClC=1C=CC=2C3=C(NC2C1P(C)(C)=O)CCCC1=C3N=C(N=C1)N[C@@H]1CNCCC1 (S)-(10-chloro-2-(piperidin-3-ylamino)-5,6,7,8-tetrahydropyrimido[4',5':3,4]cyclohepta[1,2-b]indol-9-yl)dimethylphosphine oxide